titanium dioxide silicon aluminum [Al+3].[Si+4].[O-2].[O-2].[Ti+4]